(3-phenyl-propyl)benzamide C1(=CC=CC=C1)CCCC1=C(C(=O)N)C=CC=C1